FC=1C(=NC(=NC1)NC=1C=C(C=CC1)NC(C=C)=O)OC1=CC=C(C=C1)OC1=CC=CC=C1 N-(3-(5-fluoro-4-(4-phenoxyphenoxy)pyrimidin-2-ylamino)phenyl)acrylamide